4-(2-((chlorosulfonyl)oxy)ethyl)piperidine-1-carboxylic acid tert-butyl ester C(C)(C)(C)OC(=O)N1CCC(CC1)CCOS(=O)(=O)Cl